2-{[(1S)-1-cyclohexylethyl]amino}-8-ethylpyrido[2,3-d]pyrimidin-7(8H)-one C1(CCCCC1)[C@H](C)NC=1N=CC2=C(N1)N(C(C=C2)=O)CC